O[C@@H]1C[C@H](N(C1)C([C@H](C(C)(C)C)NC(CCC(=O)O)=O)=O)C(N[C@@H](C)C1=CC=C(C=C1)C1=C(N=CS1)C)=O 4-(((S)-1-((2S,4R)-4-Hydroxy-2-(((S)-1-(4-(4-methylthiazol-5-yl)phenyl)ethyl)carbamoyl)pyrrolidin-1-yl)-3,3-dimethyl-1-oxobutan-2-yl)amino)-4-oxobutanoic acid